S1C(=NC2=C1C=CC=C2)NC(=O)C=2C=CC=C1CCN(CC21)C2=CC=C(C(=N2)C(=O)OC(C)(C)C)C=2C(=C(OC1CCC(CC1)CCC(=O)O)C=CC2)C 3-[4-[3-[6-[8-(1,3-benzothiazol-2-ylcarbamoyl)-3,4-dihydro-1H-isoquinolin-2-yl]-2-tert-butoxycarbonyl-3-pyridyl]-2-methyl-phenoxy]cyclohexyl]propanoic acid